tert-butyl (3R,5S)-3-hydroxy-5-[[4-[6-(3-methylisoxazol-4-yl)-1H-pyrrolo[2,3-b]pyridin-3-yl]-5-(trifluoromethyl)pyrimidin-2-yl]amino]piperidine-1-carboxylate O[C@H]1CN(C[C@H](C1)NC1=NC=C(C(=N1)C1=CNC2=NC(=CC=C21)C=2C(=NOC2)C)C(F)(F)F)C(=O)OC(C)(C)C